BrC1=CC(=C2C=CN(C2=C1)C(=O)OC(C)(C)C)OC tert-butyl 6-bromo-4-methoxy-1H-indole-1-carboxylate